1-methoxy-5-(pyrazol-1-yl)naphthalene-2-carbonitrile COC1=C(C=CC2=C(C=CC=C12)N1N=CC=C1)C#N